FC(C1=CC(=NC(=C1)C(F)(F)F)N1C(CCC1)C(=O)N(C)C1=CC=C(C=C1)F)(F)F 1-(4,6-bis(trifluoromethyl)pyridin-2-yl)-N-(4-fluorophenyl)-N-methylpyrrolidine-2-carboxamide